Cl.COC1CCC2(CCNCC2)CC1 9-methoxy-3-azaspiro[5.5]Undecane hydrochloride